O=C1NC(CCC1N1C(C2=CC=CC(=C2C1=O)NCC=1N=CN(C1)CCCN1CCC(CC1)NC(OC(C)(C)C)=O)=O)=O tert-butyl (1-(3-(4-(((2-(2,6-dioxopiperidin-3-yl)-1,3-dioxoisoindolin-4-yl)amino)methyl)-1H-imidazol-1-yl)propyl)piperidin-4-yl)carbamate